FC1=C2C=CN(C2=C(C(=C1)F)F)C 4,6,7-trifluoro-N-methyl-1H-indole